4,4'-dichloro-2'-(methylsulfanyl)-2,3,5',8'-tetrahydro-6'H-spiro[indene-1,7'-quinazoline] ClC1=C2CCC3(CCC=4C(=NC(=NC4C3)SC)Cl)C2=CC=C1